C(C1=CC=CC=C1)OC1CC(CCC1)(C1=C(C(=CC=C1)F)C=C)CO (3-(benzyloxy)-1-(3-fluoro-2-vinylphenyl)cyclohexyl)methanol